3-[5-(4-Amino-5-{4-[(4-methylpyrimidin-2-yl)oxy]phenyl}-7-{[2-(trimethylsilyl)ethoxy]methyl}-7H-pyrrolo[2,3-d]pyrimidin-6-yl)-2-chloropyridin-4-yl]propionic acid methyl ester COC(CCC1=CC(=NC=C1C1=C(C2=C(N=CN=C2N)N1COCC[Si](C)(C)C)C1=CC=C(C=C1)OC1=NC=CC(=N1)C)Cl)=O